5'-(1-(4-amino-1,3-dihydrofurano[3,4-c][1,7]naphthyridine-8-yl)-5-methylpiperidin-2-yl)-7'-chlorospiro[cyclopropane-1,3'-indol]-2'-one NC1=NC=2C=NC(=CC2C2=C1COC2)N2C(CCC(C2)C)C=2C=C1C3(C(NC1=C(C2)Cl)=O)CC3